2-methyl-9,10-bis-2-naphthylanthracene CC1=CC2=C(C3=CC=CC=C3C(=C2C=C1)C1=CC2=CC=CC=C2C=C1)C1=CC2=CC=CC=C2C=C1